tert-butyl 9-[3-(2,6-dibenzyloxy-3-pyridyl)-1-methyl-indazol-6-yl]-3,9-diazaspiro[5.5]undecane-3-carboxylate C(C1=CC=CC=C1)OC1=NC(=CC=C1C1=NN(C2=CC(=CC=C12)N1CCC2(CCN(CC2)C(=O)OC(C)(C)C)CC1)C)OCC1=CC=CC=C1